8,8-difluoro-6-hydroxy-2-(1H-pyrazol-4-yl)-6,7,8,9-tetrahydrothieno[2,3-c]quinolin-4(5H)-one FC1(CC=2C3=C(C(NC2C(C1)O)=O)SC(=C3)C=3C=NNC3)F